3-aminoacetophenone CC(=O)C1=CC(=CC=C1)N